3-((1-methyl-1H-imidazo[4,5-d]thieno[3,2-b]pyridin-2-yl)amino)propan-1-ol CN1C(=NC=2C1=C1C(=NC2)C=CS1)NCCCO